(R)-5-chloro-2-(3-methoxypyrrolidin-1-yl)pyridin-4-amine ClC=1C(=CC(=NC1)N1C[C@@H](CC1)OC)N